ethyl 3-{1-[3-(2-bromoethoxy)propyl]-4-methyl-1H-benzotriazol-5-yl}-3-{3-[(1R)-1-(6-hydroxy-2,2-dioxo-2H-1,2λ6,3-benzoxathiazin-3(4H)-yl)ethyl]-4-methylphenyl}propanoate BrCCOCCCN1N=NC2=C1C=CC(=C2C)C(CC(=O)OCC)C2=CC(=C(C=C2)C)[C@@H](C)N2S(OC1=C(C2)C=C(C=C1)O)(=O)=O